COC(C1CN(C1)C1=CC(=C(C(=O)OC)C=C1)C=C)OC methyl 4-(3-(dimethoxymethyl)azetidin-1-yl)-2-vinylbenzoate